OP(O)OP(O)O.C(CCC)(C=1C(=C(C=C(C1)C)O)C(C)(C)C)C=1C(=C(C=C(C1)C)O)C(C)(C)C butylidene-bis-(2-t-butyl-5-methylphenol) diphosphite